[Pd](Cl)Cl.C1(C=CC=C1)[Fe]C1C=CC=C1 dicyclopentadienyl-iron palladium dichloride